2-(4-chlorophenyl)-5-hydroxy-3-phenylpentanenitrile ClC1=CC=C(C=C1)C(C#N)C(CCO)C1=CC=CC=C1